C[C@@H]1CN(C[C@@H](N1)C)C1=CC=C(N=N1)C1=NC=C(C=C1O)C1=CC2=CNN=C2C=C1 2-{6-[(3R,5S)-3,5-dimethylpiperazin-1-yl]pyridazin-3-yl}-5-(2H-indazol-5-yl)pyridin-3-ol